1-(nonyloxy)-3-[(9Z,12Z)-octadeca-9,12-dien-1-yloxy]propan-2-amine C(CCCCCCCC)OCC(COCCCCCCCC\C=C/C\C=C/CCCCC)N